2-(dimethylamino)-N-{[3-(4-{[(3S,4R)-3-fluoro-1-methylpiperidin-4-yl]amino}-1-(2,2,2-trifluoroethyl)-1H-indol-2-yl)-1,2,4-oxadiazol-5-yl]methyl}-1,3-thiazole-4-carboxamide CN(C=1SC=C(N1)C(=O)NCC1=NC(=NO1)C=1N(C2=CC=CC(=C2C1)N[C@H]1[C@H](CN(CC1)C)F)CC(F)(F)F)C